ClC=1C=C(C=NC1Cl)CN(C1=CC(OC1)=O)CCF 4-{[(5,6-dichloropyridin-3-yl)methyl](2-fluoroethyl)amino}furan-2(5H)-one